(6,6-dimethyl-4-oxo-1-phenyl-4,5,6,7-tetrahydro-1H-indol-2-yl)(phenyl)methyl benzoate C(C1=CC=CC=C1)(=O)OC(C1=CC=CC=C1)C=1N(C=2CC(CC(C2C1)=O)(C)C)C1=CC=CC=C1